C(C)(C)(C)OC(=O)N1[C@@H](CCCC1)CO (2S)-2-(hydroxymethyl)piperidine-1-carboxylic acid tert-butyl ester